1-((3aR,6aS)-5-(4-chloro-3-(thiazol-2-yl)benzyl)octa-hydropyrrolo[3,4-c]pyrrole-2-carbonyl)-1H-pyrazole-3-carboxylic acid ClC1=C(C=C(CN2C[C@@H]3[C@H](C2)CN(C3)C(=O)N3N=C(C=C3)C(=O)O)C=C1)C=1SC=CN1